NC=1C=C(OC2=CC=C3N=CC(=NC3=C2Cl)C=2C=NN(C2)CC2CCN(CC2)C(=O)OC(C)(C)C)C=CC1[N+](=O)[O-] tert-butyl 4-((4-(7-(3-amino-4-nitrophenoxy)-8-chloroquinoxalin-2-yl)-1H-pyrazol-1-yl)methyl)piperidine-1-carboxylate